diethyl ((6-bromo-2-(3-hydroxy-3-methylbutoxy)quinazolin-7-yl) difluoromethyl)phosphonate BrC=1C=C2C=NC(=NC2=CC1C(F)(F)P(OCC)(OCC)=O)OCCC(C)(C)O